BrC=1C=C2C(=NN(C2=CC1)C)I 5-bromo-3-iodo-1-methyl-1H-indazole